10-(trifluoromethyl)benzo[g]quinazolin-4(3H)-one FC(C=1C2=C(C=C3C(NC=NC13)=O)C=CC=C2)(F)F